tert-butyl (3R,4S)-3-((2-cyano-3-(2,2,2-trifluoroethyl)benzofuran-7-yl)amino)-4-fluoropyrrolidine-1-carboxylate C(#N)C=1OC2=C(C1CC(F)(F)F)C=CC=C2N[C@@H]2CN(C[C@@H]2F)C(=O)OC(C)(C)C